(S)-2,5-dioxopyrrolidin-1-yl 2,2-dimethyl-1,3-dioxolane-4-carboxylate CC1(OC[C@H](O1)C(=O)ON1C(CCC1=O)=O)C